tert-butyl N-[(3S)-3-(benzyloxycarbonylamino)-4-[tertbutyl(dimethyl)silyl]oxy-butyl]-N-[(2S)-3-(tertbutoxycarbonylamino)-2-hydroxypropyl]carbamate C(C1=CC=CC=C1)OC(=O)N[C@@H](CCN(C(OC(C)(C)C)=O)C[C@H](CNC(=O)OC(C)(C)C)O)CO[Si](C)(C)C(C)(C)C